butyl (E)-3-(4-amino-6-methoxy-2-methyl-pyrimidin-5-yl)prop-2-enoate NC1=NC(=NC(=C1/C=C/C(=O)OCCCC)OC)C